bis(trifluoromethyl)-4,4'-diaminobenzophenone FC(F)(F)C=1C(=C(C(=O)C2=CC=C(C=C2)N)C=CC1N)C(F)(F)F